OC1CC2(CN(C2)C(=O)OC(C)(C)C)C1 Tert-butyl 6-hydroxy-2-azaspiro[3.3]heptane-2-carboxylate